C[C@@H]1O[C@H](CN(C1)C(CC=1C(OC2=C(C(=C(C=C2C1C)OC)O)C=O)=O)=O)C 3-(2-((2S,6S)-2,6-dimethylmorpholino)-2-oxoethyl)-7-hydroxy-6-methoxy-4-methyl-2-oxo-2H-chromen-8-carbaldehyde